(3-(3-amino-4-hydroxy-but-1-yn-1-yl)phenyl)-2-((S)-4-(4-chlorophenyl)-2,3,9-trimethyl-6H-thieno[3,2-f][1,2,4]triazolo[4,3-a][1,4]diazepin-6-yl)acetamide hydrochloride Cl.NC(C#CC=1C=C(C=CC1)C(C(=O)N)[C@H]1C=2N(C3=C(C(=N1)C1=CC=C(C=C1)Cl)C(=C(S3)C)C)C(=NN2)C)CO